C(\C=C/CCCCCCCCCCCC(=O)O)C(=O)O cis-2-tetradecene-1,14-dicarboxylic acid